4-amino-2-(7-fluoro-1-(2-fluorobenzyl)-1H-indazol-3-yl)pyrimidine-5-carboxylic acid NC1=NC(=NC=C1C(=O)O)C1=NN(C2=C(C=CC=C12)F)CC1=C(C=CC=C1)F